1,2,4-triazacyclopentane-3-carbaldehyde N1NC(NC1)C=O